(S)-3-(4-(5-(2-(2-(2-(2-azidoethoxy)ethoxy)ethoxy)ethoxy)-2-methyl-3-oxo-2,3-dihydropyridazin-4-yl)phenyl)-2-(3,5-dichloroisonicotinamido)propanoic acid N(=[N+]=[N-])CCOCCOCCOCCOC1=C(C(N(N=C1)C)=O)C1=CC=C(C=C1)C[C@@H](C(=O)O)NC(C1=C(C=NC=C1Cl)Cl)=O